(3R,4S)-3-(pyrrolidin-1-yl)chroman-4-amine N1(CCCC1)[C@H]1COC2=CC=CC=C2[C@@H]1N